C(C=C)OC(=O)C=1SC=CC1 thiophene-2-carboxylic acid allyl ester